naphthalene-1-ylmethyltriethoxysilane C1(=CC=CC2=CC=CC=C12)C[Si](OCC)(OCC)OCC